Cl.C(C)OC1=CC=C(C=2C=CC=NC12)N[C@@H]1CNCC1 (S)-8-ethoxy-N-(pyrrolidin-3-yl)quinolin-5-amine hydrochloride